[C@@H]12N(C[C@@H](CC1)C2)C2=NC=C(C=N2)N 2-((1r,4s)-2-azabicyclo[2.2.1]heptan-2-yl)pyrimidin-5-amine